N-(5-fluoro-2-methoxybenzylidene)-2-methylpropane-2-sulfinamide FC=1C=CC(=C(C=NS(=O)C(C)(C)C)C1)OC